CO[C@@H](C(=O)O[C@@H](C(=O)OC)C(C)(C)C1=C(C=CC=C1)OCC1=NC(=NC=C1)C1=C(C=CC=C1)OC)C1=CC=CC=C1 (R)-methyl 2-((R)-2-methoxy-2-phenylacetoxy)-3-(2-((2-(2-methoxyphenyl) pyrimidin-4-yl) methoxy) phenyl)-3-methylbutyrate